indenocyclononane-8-ene C1=C2CC3=C(CCCC=CCC3)C2=CC=C1